3-(5-chloro-1,3-benzothiazol-2-yl)bicyclo[1.1.1]pentan-1-amine ClC=1C=CC2=C(N=C(S2)C23CC(C2)(C3)N)C1